6-phenyl-5-(2-[18F]fluoroethyl)phenanthridinium C1(=CC=CC=C1)C=1[N+](=C2C=CC=CC2=C2C=CC=CC12)CC[18F]